1-(7-(N-(1-Cyanocyclopropyl)sulfamoyl)-9-(5-(difluoro-methyl)-1,3,4-thiadiazol-2-yl)-9H-pyrimido[4,5-b]indol-4-yl)-N,N-dimethylpiperidine-4-carboxamide C(#N)C1(CC1)NS(=O)(=O)C1=CC=C2C3=C(N(C2=C1)C=1SC(=NN1)C(F)F)N=CN=C3N3CCC(CC3)C(=O)N(C)C